C(COCCOCCOCCOCCOCCOCCOCCOCCN=[N+]=[N-])NC(=O)COCC(=O)O O-(2-azidoethyl)-O-[2-(diglycolyl-amino)ethyl]heptaethylene glycol